NC1=NC=CC=C1S(=O)(=O)NC(=O)C=1C(=NC(=CC1)C1=C(C=CC=C1)C(F)(F)F)N1C(C[C@@H](C1)C)(C)C N-[(2-Amino-3-pyridyl)sulfonyl]-6-[2-(trifluoromethyl)phenyl]-2-[(4S)-2,2,4-trimethylpyrrolidin-1-yl]pyridin-3-carboxamid